3-cyclopropyl-1-(4-nitrophenyl)prop-2-yn-1-one C1(CC1)C#CC(=O)C1=CC=C(C=C1)[N+](=O)[O-]